ClC1=C(C#N)C(=CC=N1)NC1=CC2=C(N(C(N2C[C@H]2N(CCC2)CCF)=O)C)C=C1 (S)-2-chloro-4-((3-((1-(2-fluoroethyl)pyrrolidin-2-yl)methyl)-1-methyl-2-oxo-2,3-dihydro-1H-benzo[d]imidazol-5-yl)amino)nicotinonitrile